ClC1=C(C=C(C=C1)C1=CNC=2N=CN(C(C21)=O)CC(=O)N2CC(CC2)F)F 5-(4-Chloro-3-fluoro-phenyl)-3-[2-(3-fluoro-pyrrolidin-1-yl)-2-oxo-ethyl]-3,7-dihydro-pyrrolo[2,3-d]pyrimidin-4-one